C1(CC1)S(=O)(=O)N1CCC(CC1)C1=C(C(=NC(=N1)N)C=1N=CNC1)C(F)(F)F (1-(cyclopropylsulfonyl)piperidin-4-yl)-4-(1H-imidazol-4-yl)-5-(trifluoromethyl)pyrimidin-2-amine